3-Hydroxy-2-oxo-1H-1,5-naphthyridine-4-carboxamide OC=1C(NC2=CC=CN=C2C1C(=O)N)=O